N-(4-fluoro-3-methoxy-phenyl)-7-(methoxymethyl)-N-methyl-3H-benzimidazole-5-carboxamide FC1=C(C=C(C=C1)N(C(=O)C1=CC2=C(N=CN2)C(=C1)COC)C)OC